OC1=C(OC2=C(C(=CC=C2C1=O)O)O)C1=C(C=CC=C1)O 3,7,8,2'-tetrahydroxyflavone